tert-butyl ((3S,4S)-8-(5-((2-chloro-3-(3-(pyrrolidin-1-ylsulfonyl)ureido)phenyl)thio)pyrazin-2-yl)-3-methyl-2-oxa-8-azaspiro[4.5]decan-4-yl)carbamate ClC1=C(C=CC=C1NC(=O)NS(=O)(=O)N1CCCC1)SC=1N=CC(=NC1)N1CCC2([C@@H]([C@@H](OC2)C)NC(OC(C)(C)C)=O)CC1